9,10-dihydroxy-3,8,11-trioxo-1-phenyl-2-oxa-4,7,12-triaza-pentadecane-15-oic acid (9R,10S)-benzyl ester C(C1=CC=CC=C1)OC(CCNC(C(C(C(NCCNC(OCC1=CC=CC=C1)=O)=O)O)O)=O)=O